3-[(1R)-1-aminoethyl]-5-(trifluoromethyl)aniline ethyl-2-[[6-benzyloxy-9-(1-phenylpyrazol-4-yl)-[1,2,4]triazolo[5,1-a]isoquinoline-5-carbonyl]amino]acetate C(C)OC(CNC(=O)C=1N2C(C3=CC(=CC=C3C1OCC1=CC=CC=C1)C=1C=NN(C1)C1=CC=CC=C1)=NC=N2)=O.N[C@H](C)C=2C=C(N)C=C(C2)C(F)(F)F